(3-(2-amino-6-(methylamino)pyrimidin-4-yl)cyclobutyl)-2,5-dimethylthiophene-3-sulfonamide NC1=NC(=CC(=N1)C1CC(C1)C=1C(=C(SC1C)C)S(=O)(=O)N)NC